1-(4-cyano-3-fluorophenyl)ethyl methanesulfonate CS(=O)(=O)OC(C)C1=CC(=C(C=C1)C#N)F